NC1=C(C(=O)NC2C(NC(CC2)=O)=O)C(=CC=C1)Cl 2-amino-6-chloro-N-(2,6-dioxopiperidin-3-yl)benzamide